4,4'-di-tert-butyl-2,2'-bipyridyl Iridium(III) hexafluorophosphate F[P-](F)(F)(F)(F)F.[Ir+3].C(C)(C)(C)C1=CC(=NC=C1)C1=NC=CC(=C1)C(C)(C)C.F[P-](F)(F)(F)(F)F.F[P-](F)(F)(F)(F)F